O[N+]12CC[NH+](CC1)CC2 1-Hydroxy-1,4-diazabicyclo[2.2.2]octan-1,4-diium